2-[4-{5-chloro-2-[5-(trifluoromethyl)-1,2-oxazol-3-yl]phenyl}-5-methoxy-2-oxopyridin-1(2H)-yl]butanoic acid ClC=1C=CC(=C(C1)C1=CC(N(C=C1OC)C(C(=O)O)CC)=O)C1=NOC(=C1)C(F)(F)F